L-histidyl-D-tryptophyl-L-alanyl-L-tryptophyl-D-phenylalanyl-L-Lysinamide N[C@@H](CC1=CNC=N1)C(=O)N[C@H](CC1=CNC2=CC=CC=C12)C(=O)N[C@@H](C)C(=O)N[C@@H](CC1=CNC2=CC=CC=C12)C(=O)N[C@H](CC1=CC=CC=C1)C(=O)N[C@@H](CCCCN)C(=O)N